9-methyl-4-phenyl-3-trifluoromethyl-indolopyrone CC=1C=2C(C=CC1)=NC1=C(C(C(OC12)=O)C(F)(F)F)C1=CC=CC=C1